3-(1-(4-fluorobenzyl)-7-methyl-5-(1H-pyrrole-2-carbonyl)-4,5,6,7-tetrahydro-1H-pyrazolo[4,3-c]Pyridine-3-carboxamido)pyrrolidine-1-carboxylic acid tert-butyl ester C(C)(C)(C)OC(=O)N1CC(CC1)NC(=O)C1=NN(C2=C1CN(CC2C)C(=O)C=2NC=CC2)CC2=CC=C(C=C2)F